ClC1=CC(=C(OC2=CC(=C(C=C2C2=CN(C=3C(NC=CC32)=O)C)N3C(CCC3=O)=O)C)C=C1)C (4-(4-chloro-2-methylphenoxy)-2-methyl-5-(1-methyl-7-oxo-6,7-dihydro-1H-pyrrolo[2,3-c]pyridin-3-yl)phenyl)pyrrolidine-2,5-dione